chromeno[4,3-c]pyrazole N=1N=CC=2C1C=1C=CC=CC1OC2